N-(6-((3,5-difluorophenyl)amino)-1H-pyrazolo[3,4-b]pyridin-3-yl)-4-(1-methylpiperidin-4-yl)benzamide FC=1C=C(C=C(C1)F)NC1=CC=C2C(=N1)NN=C2NC(C2=CC=C(C=C2)C2CCN(CC2)C)=O